CNC1=NC(N(C2=CC(=CC=C12)C(F)(F)F)C(C)C=1N=CN(C1)COCC[Si](C)(C)C)=O 4-(methylamino)-7-(trifluoromethyl)-1-(1-(1-((2-(trimethylsilyl)ethoxy)methyl)-1H-imidazol-4-yl)ethyl)quinazolin-2(1H)-one